CON(C(NNC1=CC=CC=C1)=O)OC dimethoxyphenylsemicarbazide